CC1(C2=CC=CC=C2C=2C=CC(=CC12)N(C1=CC=C(C(=C1)C1=CC=CC=C1)C1=CC=C(C=C1)C1=CC=CC=C1)C1=CC=C(C=C1)C1=CC2=CC=CC=C2C=C1)C N-(9,9-dimethylfluoren-2-yl)-N-{4-(naphthalen-2-yl)phenyl}-N-(6-phenyl-1,1':4',1''-terphenyl-4-yl)amine